(Racemic)-4-(2-methoxyphenyl)-6-methyl-N-(5-(tetrahydro-2H-pyran-3-carbonyl)-5,6-dihydro-4H-pyrrolo[3,4-d]thiazol-2-yl)nicotinamide COC1=C(C=CC=C1)C1=CC(=NC=C1C(=O)NC=1SC2=C(N1)CN(C2)C(=O)[C@H]2COCCC2)C |r|